1-(6-chloro-4-isopropylquinolin-3-yl)ethan-1-ol ClC=1C=C2C(=C(C=NC2=CC1)C(C)O)C(C)C